[2H]C([2H])([2H])OC(=O)[C@H]1O[C@]([C@H]([C@H]1C1=C(C(=C(C=C1)F)F)OC([2H])([2H])[2H])C)(C(F)(F)F)C.C(C)N(CCC1=CNC2=CC=CC=C12)CCC N-ethyl-N-propyl-tryptamine trideuteriomethyl-(2S,3S,4S,5R)-3-[3,4-difluoro-2-(trideuteriomethoxy)phenyl]-4,5-dimethyl-5-(trifluoromethyl)tetrahydrofuran-2-carboxylate